NC1=CC=2N(C(=C1)C1=C(C=C(C#N)C=C1F)F)N=CN2 4-{7-amino-[1,2,4]triazolo[1,5-a]pyridin-5-yl}-3,5-difluorobenzonitrile